BrC=1C=C(CNC2=C3N=CN(C3=NC(=N2)C#CC)[C@@H]2SC[C@H]([C@H]2O)O)C=CC1 (2R,3R,4S)-2-(6-((3-bromobenzyl)amino)-2-(prop-1-yn-1-yl)-9H-purin-9-yl)tetrahydrothiophene-3,4-diol